8-fluoro-N-hydroxy-2-((1-methylcyclopropyl)methyl)-1,2,3,4-tetrahydroisoquinoline-6-carboxamide FC=1C=C(C=C2CCN(CC12)CC1(CC1)C)C(=O)NO